C(C#CC)(=O)N[C@@H]1CN(C[C@H](C1)F)C1=C2C3=C(NC2=C(C=C1F)C(=O)N)CCC3 8-((3S,5S)-3-(but-2-ynamido)-5-fluoropiperidin-1-yl)-7-fluoro-1,2,3,4-tetrahydrocyclopenta[b]indole-5-carboxamide